1-ethyl-3-butylimidazole hydroxide [OH-].C(C)N1CN(C=C1)CCCC